Racemic-1-((2,2-dimethyl-1,3-dioxan-5-yl)methyl)-1-(1-(1-oxo-1,2-dihydroisoquinolin-4-yl)ethyl)-3-phenylurea CC1(OCC(CO1)CN(C(=O)NC1=CC=CC=C1)[C@H](C)C1=CNC(C2=CC=CC=C12)=O)C |r|